C(C)(=O)O[C@@H]1COCC[C@H]1NC1=NC=C(C(=N1)O)F (3S,4R)-4-((5-fluoro-4-hydroxypyrimidin-2-yl)amino)tetrahydro-2H-pyran-3-yl acetate